ClC(C=1C=C(C(=O)NCCNC(OC(C)(C)C)=O)C=C(C1)C(=NO)Cl)=NO tert-butyl (2-(3,5-bis(chloro(hydroxyimino)methyl)benzamido)ethyl)carbamate